CC=1N=C(C2=C(N1)OC(=C2)C)N[C@@H](C)C2=CC=C(C(=O)OC)C=C2 methyl 4-[(1S)-1-[(2,6-dimethylfuro[2,3-d]pyrimidin-4-yl)amino]ethyl]benzoate